N1(CCC1)C=1C(=NON1)C(=O)N[C@@H](C1CCC(CC1)(F)F)C=1N=C2N(N=CC(=C2)[C@H](NC(CC2CC(C2)(F)F)=O)C2CC2)C1 4-(Azetidin-1-yl)-N-((S)-(7-((R)-cyclopropyl(2-(3,3-difluorocyclobutyl)acetamido)methyl)imidazo[1,2-b]pyridazin-2-yl)(4,4-difluorocyclohexyl)methyl)-1,2,5-oxadiazole-3-carboxamide